C(#N)C1=CC2=C(C(=N1)C1=CC=C(C(=O)N[C@@H]3CC[C@H](CC3)C(C)(C)O)C=C1)C=CO2 4-(6-cyanofuro[3,2-c]pyridin-4-yl)-N-[trans-4-(2-hydroxypropan-2-yl)cyclohexyl]benzamide